ClC=1C=C(C=C(C1F)Cl)C1(CC(=NO1)C1=CC(=C(C(=O)NS(=O)C2=C(C=CC=C2)CC)C=C1)C)C(F)(F)F 4-(5-(3,5-dichloro-4-fluorophenyl)-5-(trifluoromethyl)-4,5-dihydroisoxazol-3-yl)-N-((2-ethylphenyl)sulfinyl)-2-methylbenzamide